N-(2-((6-methyl-2-(3-(naphthalen-2-yl)ureido)pyrimidin-4-yl)amino)ethyl)acetamide CC1=CC(=NC(=N1)NC(=O)NC1=CC2=CC=CC=C2C=C1)NCCNC(C)=O